[Br-].C(CCCCC)[N+](CCCCCCCC)(C)C hexyldimethyl-Octylammonium bromide